BrC=1N=CN(C1C1=CC=NC=C1)CC(=O)O 2-[4-bromo-5-(4-pyridinyl)imidazol-1-yl]acetic acid